(2S,3S,4S,5S,6S)-5-acetamido-2-(acetoxymethyl)-6-(pent-4-yn-1-yloxy)tetrahydro-2H-pyran-3,4-diyl diacetate C(C)(=O)O[C@@H]1[C@@H](O[C@@H]([C@H]([C@@H]1OC(C)=O)NC(C)=O)OCCCC#C)COC(C)=O